(1R,2R,5S)-3-cyano-N-[2-[(4,4-difluorocyclohexyl)amino]-1-(5-fluoro-3-pyridyl)-2-oxo-ethyl]-N-[4-(pentafluoro-λ6-sulfanyl)phenyl]-3-azabicyclo[3.1.0]hexane-2-carboxamide C(#N)N1[C@H]([C@@H]2C[C@@H]2C1)C(=O)N(C1=CC=C(C=C1)S(F)(F)(F)(F)F)C(C(=O)NC1CCC(CC1)(F)F)C=1C=NC=C(C1)F